6,7,8,9-tetrahydro-1H,10H-7,9a-methanopyrido[1',2':3,4]imidazo[1,2-c]pyrimidin-1-one C1(N=CC=C2N1CC13N2CC(CC1)C3)=O